FC1=C(C=CC=C1)C1=C(C=C2C(=N1)N=CS2)C 5-(2-fluorophenyl)-6-methyl-[1,3]thiazolo[4,5-B]pyridine